OCCOCCOC1(N(C2=CC=NC=C2C(C1)=O)C1=C(C#N)C=CC=C1)C 2-(2-(2-(2-hydroxyethoxy)ethoxy)-2-methyl-4-oxo-1,6-naphthyridin-1(4H)-yl)benzonitrile